(3S,4R)-4-((5-chloro-4-(8-fluoro-2-(2-hydroxypropan-2-yl)-4-isopropylquinolin-6-yl)pyrimidin-2-yl)amino)tetrahydro-2H-pyran-3-ol ClC=1C(=NC(=NC1)N[C@H]1[C@@H](COCC1)O)C=1C=C2C(=CC(=NC2=C(C1)F)C(C)(C)O)C(C)C